CC(C(C)=C)(C)C trimethylisobutylene